C(#N)[C@H](C[C@H]1C(NCC1)=O)NC([C@H](CC(C)(C)C)NC(=O)C=1NC2=C(C(=CC(=C2C1)OC)C(F)(F)F)C(F)(F)F)=O N-[(2S)-1-({(1S)-1-cyano-2-[(3S)-2-oxopyrrolidin-3-yl]ethyl}amino)-4,4-dimethyl-1-oxopentan-2-yl]-4-methoxy-6,7-bis(trifluoromethyl)-1H-indole-2-carboxamide